(E)-3-(4-Hydroxyphenyl)-1-[4-hydroxy-2-[(2R,3R,4R,5S,6S)-3,4,5-trihydroxy-6-(hydroxymethyl)oxan-2-yl]oxyphenyl]prop-2-en-1-one OC1=CC=C(C=C1)/C=C/C(=O)C1=C(C=C(C=C1)O)O[C@H]1O[C@H]([C@H]([C@H]([C@H]1O)O)O)CO